C(C1=CC=CC=C1)OC(=O)N1C(C(CCC1)C#N)CSC(C)=O ((acetylthio)methyl)-3-cyanopiperidine-1-carboxylic acid benzyl ester